C(C)OCCOOOCCOCC 2-ethoxyethoxyether